3-methoxyquinoxalin-5-carboxylic acid COC=1C=NC=2C=CC=C(C2N1)C(=O)O